CC1(C(C1)C(=O)[O-])C 2,2-dimethyl-cyclopropanecarboxylate